O1CCOC12CCC(CC2)N2CCC(CC2)N2N=C(C=1C2=NC=NC1N)C1=CC=C(C=C1)OC1=CC=CC=C1 1-[1-(1,4-dioxaspiro[4.5]dec-8-yl)-4-piperidinyl]-3-(4-phenoxyphenyl)pyrazolo[3,4-d]pyrimidin-4-amine